(S)-(4-(3-cyclohexyl-4-(pyrrolidin-3-yloxy)benzoyl)piperazin-1-yl)(3-fluoro-5-(piperazin-1-yl)phenyl)methanone Hydrochloride Cl.C1(CCCCC1)C=1C=C(C(=O)N2CCN(CC2)C(=O)C2=CC(=CC(=C2)N2CCNCC2)F)C=CC1O[C@@H]1CNCC1